NC1=CC(=C(C=C1OC)N1CCC(CC1)N1CC(C1)N(C)C)CC 1-(1-(4-amino-2-ethyl-5-methoxyphenyl)piperidin-4-yl)-N,N-dimethylazetidine-3-amine